ethyl (1R,3R)-3-hydroxycyclobutane-1-carboxylate OC1CC(C1)C(=O)OCC